di-propyl-phosphoryl chloride C(CC)P(=O)(CCC)Cl